C(C)OCC=1C=C2NC=3C=CC=C(C3C(C2=CC1)(C)C)C 6-(ethoxymethyl)-1,9,9-trimethyl-9,10-dihydroacridine